C1=CC=CC=2C3=CC=CC=C3N(C12)C=1C=CC=2N(C3=CC=C(C=C3C2C1)N1C2=CC=CC=C2C=2C=CC=CC12)CC(CCCC)CC 3,6-bis(carbazol-9-yl)-9-(2-ethylhexyl)-9H-carbazole